8-(4-(2-(5-(piperazin-1-ylmethyl)-2-(1H-pyrrolo[3,2-c]pyridin-3-yl)phenoxy)ethyl)phenyl)isoquinoline N1(CCNCC1)CC=1C=CC(=C(OCCC2=CC=C(C=C2)C=2C=CC=C3C=CN=CC23)C1)C1=CNC2=C1C=NC=C2